2-chloro-3-oxobutanedioic acid diethyl ester C(C)OC(C(C(C(=O)OCC)=O)Cl)=O